ethyl 3-[1-(3-chloropropyl)-4-methyl-1H-benzotriazol-5-yl]-3-(4-methyl-3-{[6-(2-nitrophenoxy)-2,2-dioxo-2H-1,2λ6,3-benzoxathiazin-3(4H)-yl]methyl}phenyl)propanoate ClCCCN1N=NC2=C1C=CC(=C2C)C(CC(=O)OCC)C2=CC(=C(C=C2)C)CN2S(OC1=C(C2)C=C(C=C1)OC1=C(C=CC=C1)[N+](=O)[O-])(=O)=O